C1=CC=C(C=C1)CNCC(=O)O N-benzylglycine